C(\C=C/C(=O)O)(=O)NN Maleinic acid-hydrazid